ClC1=CC=C(C=C1)C1=NN(C[C@@H]1C=1SC=CC1)C(=O)NS(=O)(=O)C1=CC=C(C=C1)C(F)(F)F (S)-3-(4-chlorophenyl)-4-(thiophen-2-yl)-N-((4-(trifluoromethyl)phenyl)sulfonyl)-4,5-dihydro-1H-pyrazole-1-carboxamide